(D)-Arabinose O=C[C@@H](O)[C@H](O)[C@H](O)CO